C(C=C)(=O)N1CCC(CC1)OC=1N=C2C(=NC1)NC=C2C(=O)N[C@H](COC)C 2-[(1-acryloylpiperidin-4-yl)oxy]-N-[(2S)-1-methoxypropan-2-yl]-5H-pyrrolo[2,3-b]pyrazine-7-carboxamide